(Z)-1-(3-(2-(sec-butyl)-5-methoxyphenyl)-4-oxothiazolidin-2-ylidene)-3-(2-fluoro-4-(1-(4-(trifluoromethoxy)phenyl)-1H-1,2,4-triazol-3-yl)phenyl)urea C(C)(CC)C1=C(C=C(C=C1)OC)N1/C(/SCC1=O)=N/C(=O)NC1=C(C=C(C=C1)C1=NN(C=N1)C1=CC=C(C=C1)OC(F)(F)F)F